2-chloro-N-(5-(4-(difluoromethoxy)phenyl)-2-methoxypyridin-3-yl)-5-fluoropyrimidin-4-amine ClC1=NC=C(C(=N1)NC=1C(=NC=C(C1)C1=CC=C(C=C1)OC(F)F)OC)F